2-chloro-3-(1-ethoxyvinyl)pyrazine ClC1=NC=CN=C1C(=C)OCC